[O-2].[V+5].[Ag+].[Li+] lithium-silver vanadium oxide